2-{2-[(1H-1,3-benzodiazol-2-ylmethyl)amino]ethyl}-N-[(3-fluoropyridin-2-yl)methyl]-1,3-thiazole-4-carboxamide N1C(=NC2=C1C=CC=C2)CNCCC=2SC=C(N2)C(=O)NCC2=NC=CC=C2F